(((6-Chloro-2-(trifluoromethyl)quinolin-4-yl)amino)methyl)-3-(4-fluoro-1H-pyrazol-1-yl)-N-(3-hydroxycyclobutyl)azetidine-1-carboxamide ClC=1C=C2C(=CC(=NC2=CC1)C(F)(F)F)NCC1N(CC1N1N=CC(=C1)F)C(=O)NC1CC(C1)O